FN fluoro-ammonia